CC=1C=2N(C=C(N1)C)N=C(C2)C=2N=C1N(C(C2)=O)C=C(C=C1C)N1CCC(CC1)NCCO 2-(4,6-dimethylpyrazolo[1,5-a]pyrazin-2-yl)-7-{4-[(2-hydroxyethyl)amino]piperidin-1-yl}-9-methyl-4H-pyrido[1,2-a]pyrimidin-4-one